bicyclo[3.2.1]-6-octene-2,4-dione C12C(CC(C(C=C1)C2)=O)=O